2-((S)-1-(but-2-ynoyl)-4-(7-(8-chloronaphthalen-1-yl)-2-(((S)-1-methylpyrrolidin-2-yl)methoxy)-5,6-dihydroquinazolin-4-yl)piperazin-2-yl)acetonitrile formate C(=O)O.C(C#CC)(=O)N1[C@H](CN(CC1)C1=NC(=NC=2C=C(CCC12)C1=CC=CC2=CC=CC(=C12)Cl)OC[C@H]1N(CCC1)C)CC#N